NC1=C(C=O)C=CC(=N1)C1=CC(=C(C=C1)C)C 2-amino-6-(3,4-dimethylphenyl)nicotinaldehyde